4-chloro-5-(2-chloro-5-fluorophenyl)-2-((2,4-dimethoxybenzyl)amino)-6-(4-methoxybenzyl)-5,6-dihydro-7H-pyrrolo[3,4-b]pyridin-7-one ClC1=C2C(=NC(=C1)NCC1=C(C=C(C=C1)OC)OC)C(N(C2C2=C(C=CC(=C2)F)Cl)CC2=CC=C(C=C2)OC)=O